NC1=CC(=NN1S(=O)(=O)N(C)C)C1=CC(=NC=C1)C 5-amino-N,N-dimethyl-3-(2-methylpyridin-4-yl)-1H-pyrazole-1-sulfonamide